toluenesulfonic acid-sodium salt [Na+].C(C1=CC=CC=C1)S(=O)(=O)[O-]